C(=CCCCCCCCCCCCCCCCCCCCCCCCCCC)O octacosenol